OC=1C=C(C(=O)NC(C(=O)N\N=C\[C@]2([C@@H](N3C(C[C@H]3S2(=O)=O)=O)C(=O)O)C)CO)C=CC1O (2S,3R,5R)-3-((E)-(2-(2-(3,4-dihydroxybenzamido)-3-hydroxypropionyl)hydrazono)methyl)-3-methyl-7-oxo-4-thia-1-azabicyclo[3.2.0]heptane-2-carboxylic acid 4,4-dioxide